ClC=1C=C2C(=CC(=NC2=CC1)C(F)(F)F)N[C@@H]1C[C@@H](CCC1)NC(=O)C1=C(C=NN1CC)C N-[(1R,3S)-3-{[6-chloro-2-(trifluoromethyl)quinolin-4-yl]amino}cyclohexyl]-1-ethyl-4-methyl-1H-pyrazole-5-carboxamide